[2H]COC1=CC=C2C=3C=CN=C(C3N(C2=C1)CCCC1=NOC(=N1)N)C 3-(3-(7-deuteromethoxy-1-methyl-β-carbolin-9-yl)propyl)-5-amino-1,2,4-oxadiazole